N(=O)NC(N)=O 3-nitrosourea